1-n-pentanoic acid C(CCCC)(=O)O